CS(=O)(=O)COC=1C=C(C=CC1OC)C(CN1C(=CC(C=C1C)=O)C)O 1-(2-(3-methylsulfonylmethoxy-4-methoxyphenyl)-2-hydroxyethyl)-2,6-dimethylpyridin-4(1H)-one